FC1(CCN(CC1)CCOC1=CC=2N(C=C1)C(=CN2)C2=CC(=NC=N2)NCC2=CC=C(C=C2)C=2C=NN(C2)C)C (6-{7-[2-(4-fluoro-4-methyl-piperidin-1-yl)-ethoxy]-imidazo[1,2-a]pyridin-3-yl}-pyrimidin-4-yl)-[4-(1-methyl-1H-pyrazol-4-yl)-benzyl]-amine